(3s,4r)-N-(4-chlorophenyl)-N,3-dimethyl-piperidin-4-amine ClC1=CC=C(C=C1)N([C@H]1[C@H](CNCC1)C)C